2-[4-[[4-[4-(2,6-dioxo-3-piperidyl)-2-fluoro-phenyl]-1-piperidyl]methyl]cyclohexyl]-7-isopropoxy-N-[6-(trifluoromethyl)-2-pyridyl]imidazo[1,2-a]pyridine-6-carboxamide O=C1NC(CCC1C1=CC(=C(C=C1)C1CCN(CC1)CC1CCC(CC1)C=1N=C2N(C=C(C(=C2)OC(C)C)C(=O)NC2=NC(=CC=C2)C(F)(F)F)C1)F)=O